ClC1=CC(=C(N=N1)C(=O)NC([2H])([2H])[2H])NC1=C(C=C2C(=N1)SC(=N2)C)S(=O)(=O)C 6-chloro-N-(methyl-d3)-4-((2-methyl-6-(methylsulfonyl)thiazolo[5,4-b]pyridin-5-yl)amino)pyridazine-3-carboxamide